C(C1=CC=CC=C1)N(CCCC[C@H](N)C(=O)O)CC1=CC=CC=C1 N',N'-dibenzyl-Lysine